ClC1=CC=C2C(=CC(=NC2=C1Cl)N1[C@@H]([C@@H](CC1)OC(NCC(=O)OC)=O)C(=O)OC)N1C=NC=C1 methyl (2S,3R)-1-(7,8-dichloro-4-(1H-imidazol-1-yl)quinolin-2-yl)-3-(((2-methoxy-2-oxoethyl)carbamoyl)oxy)pyrrolidine-2-carboxylate